(S)-(5-(1,3-dimethyl-1H-pyrazol-4-yl)-1,3,4-oxadiazol-2-yl)(4-(5-fluorobenzo[d]oxazol-2-yl)-6,7-dihydro-1H-imidazo[4,5-c]pyridin-5(4H)-yl)methanone CN1N=C(C(=C1)C1=NN=C(O1)C(=O)N1[C@@H](C2=C(CC1)NC=N2)C=2OC1=C(N2)C=C(C=C1)F)C